methyl 2-(2-(pyrazin-2-yl)-3,4-dihydro-2H-pyrrol-5-yl)hydrazine-1-carboxylate N1=C(C=NC=C1)C1N=C(CC1)NNC(=O)OC